2-[3-(3,3-difluoro-4-hydroxy-piperidine-1-carbonyl)-5,6-dihydro-4H-cyclopenta[c]pyrazol-1-yl]-1-[4-(2,3-dimethylphenyl)piperazin-1-yl]ethanone FC1(CN(CCC1O)C(=O)C=1C2=C(N(N1)CC(=O)N1CCN(CC1)C1=C(C(=CC=C1)C)C)CCC2)F